P(=O)(O)(O)O[C@H]1[C@H]([C@@H](O[C@@H]1CO)N1C(=O)N=C(N)C=C1)OCCCCCCCCCCCCCCCC 2'-O-hexadecyl-cytidine-3'-phosphate